tetraethylene glycol dimethyl ether, lithium salt [Li].COCCOCCOCCOCCOC